3-iodo-carbazole IC=1C=CC=2NC3=CC=CC=C3C2C1